4-amino-N-cyclopropyl-3-methyl-N-((5-(trifluoromethyl)pyridin-2-yl)methyl)pyrrolo[1,2-a]quinoxaline-8-formamide NC=1C=2N(C3=CC(=CC=C3N1)C(=O)N(CC1=NC=C(C=C1)C(F)(F)F)C1CC1)C=CC2C